C1(CC1)C1=C(C=C(C(=C1)I)C)N(C(C#CCC)=O)C1=CC=C2C(=N1)N=CN2CC N-(2-cyclopropyl-4-iodo-5-methylphenyl)-N-{1-ethylimidazo[4,5-b]pyridin-5-yl}pent-2-ynamide